N-((S)-1-(((S)-1,1-bis(4-ethoxyphenyl)propan-2-yl)amino)-1-oxopropan-2-yl)-3-hydroxy-4-methoxypicolinamide C(C)OC1=CC=C(C=C1)C([C@H](C)NC([C@H](C)NC(C1=NC=CC(=C1O)OC)=O)=O)C1=CC=C(C=C1)OCC